[N+](=O)([O-])C1=C(C=C(C=C1)C)C(=O)O 4-nitrom-toluic acid